Methyl (2-fluorophenoxathiine-3-carbonyl)glycinate FC1=CC=2SC3=CC=CC=C3OC2C=C1C(=O)NCC(=O)OC